(E)-4-methylsulfanyl-but-2-enoic acid methyl ester COC(\C=C\CSC)=O